C1=NC=CC2=C(C=CC=C12)NC1NC(NCN1C(=O)O)NC 6-(Isoquinolin-5-ylamino)-4-(methylamino)-1,3,5-triazacyclohexanecarboxylic acid